[Zn].NC1=CC(=C(CN2CCN(CC2)CCS(=O)(=O)O)C=C1)C(F)(F)F 2-(4-(4-amino-2-(trifluoromethyl)benzyl)piperazin-1-yl)ethane-1-sulfonic acid Zinc